7-(2-((7-chloro-2-methyl-1,2,3,4-tetrahydroisoquinolin-6-yl)amino)-5-(trifluoromethyl)pyrimidin-4-yl)-2,3,4,5-tetrahydrothieno[2,3-f][1,4]thiazepine 1,1-dioxide ClC1=C(C=C2CCN(CC2=C1)C)NC1=NC=C(C(=N1)C1=CC2=C(CNCCS2(=O)=O)S1)C(F)(F)F